7-(1-(2-Fluoro-6-methylphenyl)piperidin-4-yl)-5-((2-(trifluoromethyl)pyridin-3-yl)methyl)pyrido[2,3-b]pyrazin-6(5H)-one FC1=C(C(=CC=C1)C)N1CCC(CC1)C1=CC=2C(=NC=CN2)N(C1=O)CC=1C(=NC=CC1)C(F)(F)F